CC1=C(C=CC=C1C(F)(F)F)[C@@H](C)N (R)-1-(2-methyl-3-(trifluoromethyl)phenyl)ethylamine